2-{4-[4-(6-Chloro-7-{[(3S)-1-(4-methoxybenzyl)pyrrolidin-3-yl]amino}-3H-imidazo[4,5-b]pyridin-2-yl)phenyl]piperazin-1-yl}ethanol ClC=1C(=C2C(=NC1)NC(=N2)C2=CC=C(C=C2)N2CCN(CC2)CCO)N[C@@H]2CN(CC2)CC2=CC=C(C=C2)OC